NC1=NC(=C(C(=C1C#N)C1=CC=C(C=C1)C1COCC1)C#N)SC 2-amino-6-(methylthio)-4-(4-(tetrahydrofuran-3-yl)phenyl)pyridine-3,5-dicarbonitrile